Bis(phenyl)phosphin oxid C1(=CC=CC=C1)P(C1=CC=CC=C1)=O